methyl 7-{methyl[4-(4,4,5,5-tetramethyl-1,3,2-dioxaborolan-2-yl)phenethyl]amino}heptanoate CN(CCCCCCC(=O)OC)CCC1=CC=C(C=C1)B1OC(C(O1)(C)C)(C)C